[Br-].ClC=1C=C(OCCC2=NC=CN2C)C=CC1Cl [2-(3,4-dichloro-phenoxy)]ethyl-3-methylimidazole bromide salt